allyl 2,3-epoxypropyl ether C(C1CO1)OCC=C